1-(4-(benzo[b]thiophen-2-yl)phenyl)-3-cyclopentylpropan-1-one S1C2=C(C=C1C1=CC=C(C=C1)C(CCC1CCCC1)=O)C=CC=C2